C(C)(=O)OOC(C)=O.[Pd] palladium (acetoxy) acetate